C(C=CC1=CC=CC=C1)(=O)C(CCCCCCCCCCCCS)C=1C(=C2C(C=CC(C2=C(C1)OC)=NO)=NO)OC 6-(1-cinnamoyl-sulfanyl-tridecyl)-5,8-dimethoxy-1,4-naphthalenedione dioxime